N-(2-butoxy)phenyl-N'-(3-(1-hexylpiperidin-4-yl)-1H-indol-5-yl)thiourea fumarate C(\C=C\C(=O)O)(=O)O.CC(CC)ON(C(=S)NC=1C=C2C(=CNC2=CC1)C1CCN(CC1)CCCCCC)C1=CC=CC=C1